1-acetyl-4-fluoro-N-{[6-fluoro-5-(propan-2-yl)pyridin-2-yl](1H-indazol-6-yl)methyl}pyrrolidine-2-carboxamide C(C)(=O)N1C(CC(C1)F)C(=O)NC(C1=CC=C2C=NNC2=C1)C1=NC(=C(C=C1)C(C)C)F